CN(CC(=O)NC=1C=NN(C1)C)C=1C2=C(N=C(N1)C1=NC=CC(=C1)OC(F)(F)F)CCC2 2-[methyl({2-[4-(trifluoromethoxy)pyridin-2-yl]-5H,6H,7H-cyclopenta[d]pyrimidin-4-yl})amino]-N-(1-methyl-1H-pyrazol-4-yl)acetamide